C(C)(C)(C)[C@H]1N(S(C2=C(NC1)C=C(C(=C2)C=2C=CC(=C(C(=O)OC)C2)F)Cl)(=O)=O)C methyl (R)-5-(3-(tert-butyl)-7-chloro-2-methyl-1,1-dioxido-2,3,4,5-tetrahydrobenzo[f][1,2,5]thiadiazepin-8-yl)-2-fluorobenzoate